N1-(cyclohexylmethyl)-N1-methylbenzene-1,2-diamine C1(CCCCC1)CN(C=1C(=CC=CC1)N)C